COC1=CC=C(C=C1)C=1C(=NOC1C1=C(C=C(C=C1)O)O)C 4-[4-(4-methoxyphenyl)-3-methyl-1,2-oxazol-5-yl]benzene-1,3-diol